methyl 5-((4-(4-(trifluoromethyl)phenyl)oxazol-2-yl)amino)pyrimidine-2-carboxylate FC(C1=CC=C(C=C1)C=1N=C(OC1)NC=1C=NC(=NC1)C(=O)OC)(F)F